dimethyl-[2-[7-methyl-4-[4-(trifluoromethyl)benzyloxy]indol-3-yl]ethyl]amine CN(CCC1=CNC2=C(C=CC(=C12)OCC1=CC=C(C=C1)C(F)(F)F)C)C